benzo[b]thiophene-5-ylboronic acid S1C2=C(C=C1)C=C(C=C2)B(O)O